(S)-3-fluoro-1-[(R)-7-(4-fluorobenzoyl)-8-methyl-3-(3-methyl-1,2,4-thiadiazol-5-yl)-5,6,7,8-tetrahydroimidazo[1,5-a]pyrazin-1-yl]pyrrolidin-2-one F[C@@H]1C(N(CC1)C=1N=C(N2C1[C@H](N(CC2)C(C2=CC=C(C=C2)F)=O)C)C2=NC(=NS2)C)=O